C(C)(C)(C)OC(=O)N1CCC2(CC1)NC(C=1N2C(C(=CC1C)NC1=NC=NC(=C1Cl)N)=O)=O 6-((6-amino-5-chloropyrimidin-4-yl)amino)-8-methyl-1,5-dioxo-1,5-dihydro-2H-spiro[imidazo[1,5-a]pyridine-3,4'-piperidine]-1'-carboxylic acid tert-butyl ester